5-(2-methoxy-6-methyl-4-(trifluoromethyl)phenyl)-2H-[1,2,3]triazolo[4,5-b]pyrazine COC1=C(C(=CC(=C1)C(F)(F)F)C)C1=NC=2C(N=C1)=NNN2